C(C)OC(=O)C=1C=NN(C1)CC1=C(C=C(C(=C1)C#N)N1CC2CC2C1)C 1-[(4-{3-azabicyclo[3.1.0]hex-3-yl}-5-cyano-2-methylphenyl)methyl]-1H-pyrazole-4-carboxylic acid ethyl ester